FC1=C(C=C(C=C1)OC)C1=CC(=CC=C1)C1=CC(=NN1)NC1=C(C=C(C=C1)O)C 4-((5-(2'-fluoro-5'-methoxy-[1,1'-biphenyl]-3-yl)-1H-pyrazol-3-yl)amino)-3-methylphenol